N-(2,7-Di-tert-butylanthracen-9-yl)-1-hexyl-2-mesityl-1H-benzo[d]imidazol-4-amine C(C)(C)(C)C1=CC2=C(C3=CC(=CC=C3C=C2C=C1)C(C)(C)C)NC1=CC=CC=2N(C(=NC21)C2=C(C=C(C=C2C)C)C)CCCCCC